ethyl 2-(2-((5-bromo-2,7-dimethylbenzo[1,2-b:3,4-b']difuran-3-yl)methoxy)phenyl)acetate BrC1=CC2=C(OC(=C2COC2=C(C=CC=C2)CC(=O)OCC)C)C2=C1OC(=C2)C